3-((S)-4-bromo-2-methylbutanoyl)-4-isopropyloxazolidin-2-one BrCC[C@@H](C(=O)N1C(OCC1C(C)C)=O)C